[Ba].[Ce] Cerium-Barium